COCCC1=NC(=NO1)C=1C=C2CC[C@H](C2=CC1)NC(=O)C=1C=NN(C1)C N-{(1R)-5-[5-(methoxyethyl)(1,2,4-oxadiazol-3-yl)]indanyl}(1-methylpyrazol-4-yl)carboxamide